ClC1=CC=C(OCCOCCOCC=2N=C(SC2)N(CC2=CC(=CC=C2)OC)CC2=CC(=CC=C2)OC)C=C1 4-((2-(2-(4-chlorophenoxy)ethoxy)ethoxy)methyl)-N,N-bis(3-methoxybenzyl)thiazol-2-amine